ClC1=CC=C(C=C1)NC(=O)NCC1C(C1)C1=CC=CC=C1 1-(4-Chlorophenyl)-3-[(2-phenylcyclopropyl)methyl]urea